C(C=C)OC(C)(C)C1=CC(=NC=C1Br)Cl 4-(2-(allyloxy)propan-2-yl)-5-bromo-2-chloropyridine